FC1=C(C=C(C=C1)F)[C@@H](CC1=NC(=NC(=N1)N[C@@H](CO)CC(C)C)NS(=O)(=O)C)C N-(4-((R)-2-(2,5-difluorophenyl)propyl)-6-(((R)-1-hydroxy-4-methylpent-2-yl)amino)-1,3,5-triazin-2-yl)methanesulfonamide